(S)-2-(3-bromophenyl)-1-methylpyrrolidine BrC=1C=C(C=CC1)[C@H]1N(CCC1)C